(5-(4-(4-fluorophenoxy)phenyl)-7-(4-fluorophenyl)benzofuran-2-yl)methylamine FC1=CC=C(OC2=CC=C(C=C2)C=2C=C(C3=C(C=C(O3)CN)C2)C2=CC=C(C=C2)F)C=C1